7-chloro-1-oxo-2-((2-(trimethylsilyl)ethoxy)methyl)-1,2-dihydrophthalazin-5-propanoate ClC=1C=C(C=2C=NN(C(C2C1)=O)COCC[Si](C)(C)C)CCC(=O)[O-]